C1(CC1)C=1C=CC(=C(C(=O)NS(=O)(=O)C2=C(C=C(C=C2)O[C@@H]2[C@H](C[C@H](CC2)C2=CC(=CC=C2)C(F)(F)F)N(C)C)F)C1)F 5-cyclopropyl-N-((4-(((1S,2S,4S)-2-(dimethylamino)-4-(3-(trifluoromethyl)-phenyl)cyclohexyl)oxy)-2-fluorophenyl)sulfonyl)-2-fluorobenzamide